[Al].[Li].[Mg] MAGNESIUM-LITHIUM-ALUMINIUM